C(=O)(Cl)C1CC(C1)C(=O)OC methyl (1r,3r)-3-(carbonochloridoyl)cyclobutane-1-carboxylate